ClC=1C(=C(C=CC1F)C(=O)C=1C=NC(=NC1)OCC(F)(F)F)F (3-chloro-2,4-difluorophenyl)(2-(2,2,2-trifluoroethoxy)pyrimidin-5-yl)methanone